NCC#CC=1C=C(OC1)C(=O)NCCCNC(C[C@H]1C=2N(C3=C(C(=N1)C1=CC=C(C=C1)Cl)C(=C(S3)C)C)C(=NN2)C)=O (S)-4-(3-aminoprop-1-yn-1-yl)-N-(3-(2-(4-(4-chlorophenyl)-2,3,9-trimethyl-6H-thieno[3,2-f][1,2,4]triazolo[4,3-a][1,4]diazepin-6-yl)acetamido)propyl)furan-2-carboxamide